C(OCC1(CC(=CC(=C1)C(C)C)C(C)C)C(C)C)([O-])=O (1,3,5-tris(1-methylethyl)-phenyl)-methyl carbonate